O=C1N(C(C=C1)=O)CCCCCC(=O)NCCCC[C@H](N)C(=O)O N6-(6-(2,5-dioxo-2,5-dihydro-1H-pyrrol-1-yl)hexanoyl)-L-lysine